2-methyl-3-(naphthalen-2-yl)-8-methoxyisoquinoline triflate OS(=O)(=O)C(F)(F)F.CN1CC2=C(C=CC=C2C=C1C1=CC2=CC=CC=C2C=C1)OC